ClC1=NC=C(C(=N1)NCCC1=C(C=CC=C1Cl)F)C(=O)N 2-chloro-4-((2-fluoro-6-chlorophenylethyl)amino)pyrimidin-5-carboxamide